Ethylene Glycol Diacrylate C(C=C)(=O)OCCOC(C=C)=O